CN(C)CCOCCNC(OC(CCCCCCOC(CCCCCCCCCCCCCCCCCCCCC)=O)CCCCCCOC(CCCCCCCCCCCCCCCCCCCCC)=O)=O 2-methyl-9-oxo-11-{6-[(1-oxodocosyl) oxy] hexyl}-2,8-diaza-5,10-dioxaheptadecan-17-yldocosanoate